C1=NC=CC2=C1C=C(C2)N cyclopenta[1,2-c]pyridin-6-amine